Tyrosine-O-ethylester C(C)OC([C@@H](N)CC1=CC=C(C=C1)O)=O